2-methylpropan-2-yl 3-[6-(5-{[(4-fluorophenyl)amino]methyl}-1,3,4-oxadiazol-2-yl)pyridin-3-yl]tetrahydropyrrole-1-carboxylate FC1=CC=C(C=C1)NCC1=NN=C(O1)C1=CC=C(C=N1)C1CN(CC1)C(=O)OC(C)(C)C